ClC=1C(=NN(C1CO)C[C@@H](C(C)(C)C)NC(OC(C)(C)C)=O)OCCCOC (R)-tert-butyl (1-(4-chloro-5-(hydroxymethyl)-3-(3-methoxypropoxy)-1H-pyrazol-1-yl)-3,3-dimethylbutan-2-yl)carbamate